potassium gold chloride trihydrate O.O.O.[Au](Cl)(Cl)Cl.[K]